ClC1=CC=2C3=C(N(C2C=C1)CC1=CC=C(C=C1)S(=O)(=O)N)C=CC=N3 4-((8-chloro-5H-pyrido[3,2-b]indol-5-yl)methyl)benzenesulfonamide